1-(2-(2-(2-(2-aminoethoxy)ethoxy)ethoxy)ethyl)-1H-pyrazol NCCOCCOCCOCCN1N=CC=C1